N1C(CCC=C1)=O 2-dihydropyridinone